tert-butyl 3-(piperazin-1-yl)propanoate N1(CCNCC1)CCC(=O)OC(C)(C)C